(E)-3-(5-(4-((1-(4-(4-(1-(4-hydroxyphenyl)-2-phenylbut-1-en-1-yl)phenyl)piperazine-1-carbonyl)piperidin-4-yl)methyl)piperazin-1-yl)-1-oxoisoindolin-2-yl)piperidine-2,6-dione OC1=CC=C(C=C1)\C(=C(/CC)\C1=CC=CC=C1)\C1=CC=C(C=C1)N1CCN(CC1)C(=O)N1CCC(CC1)CN1CCN(CC1)C=1C=C2CN(C(C2=CC1)=O)C1C(NC(CC1)=O)=O